OC(COC1=CC=C(C=C1)C(\C=C\C1=CC(=C(C=C1)C)OC)=O)CN1CCN(CC1)C1=CC=CC=C1 (E)-1-[4-[2-Hydroxy-3-(4-phenylpiperazin-1-yl)propoxy]phenyl]-3-(3-methoxy-4-methylphenyl)prop-2-en-1-one